8-bromo-2-chloro-3,6-dimethylquinazolin BrC1=CC(=CC2=CN(C(N=C12)Cl)C)C